5-(2-chloro-6-fluoro-phenyl)-N-(4-cyano-2-fluoro-phenyl)-1H-pyrrole-3-sulfonamide ClC1=C(C(=CC=C1)F)C1=CC(=CN1)S(=O)(=O)NC1=C(C=C(C=C1)C#N)F